(3,4-Dichlorophenethyl)-2,3,4,9-tetrahydro-1H-carbazol-1-amine ClC=1C=C(CCC2(CCCC=3C4=CC=CC=C4NC23)N)C=CC1Cl